BrC1=CC=C2C(=CC(=NC2=C1)[C@@H]1[C@H](C1)C1=NC=CC(=N1)C)OC1CCN(CC1)C |r| rac-7-bromo-4-((1-methylpiperidin-4-yl)oxy)-2-((1S*,2S*)-2-(4-methyl-pyrimidin-2-yl)cyclopropyl)quinoline